4-{1-(1-Cyclopropyl-ethyl)-7-[((R)-cyclopropyl-chinolin-3-yl-methyl)-amino]-1H-pyrazolo[4,3-d]pyrimidin-5-yl}-piperazin C1(CC1)C(C)N1N=CC=2N=C(N=C(C21)N[C@@H](C=2C=NC1=CC=CC=C1C2)C2CC2)N2CCNCC2